BrC1=C(C=C2C(=NC(N3C2=C1SCC3)=O)N3C(CN(CC3)C(=O)[O-])C)Cl 4-(10-bromo-9-chloro-5-oxo-2,3-dihydro-5H-[1,4]thiazino[2,3,4-ij]quinazolin-7-yl)-3-methylpiperazine-1-carboxylate